CN(CCNC=C1C(CC(CC1=O)C1=CC(=CC=C1)OC)=O)C 2-(((2-(dimethylamino)ethyl)amino)methylene)-5-(3-methoxyphenyl)cyclohexane-1,3-dione